C(C)C(CC(CC)C)NC1=CC=C(C=C1)NC(CC(CC)C)CC N,N'-di(1-ethyl-3-methylpentyl)-p-phenylenediamine